r-m-xylene C1(=CC(=CC=C1)C)C